ClC1=CC=C(C=C1)/C=C/C(=O)C1=CC=C(OCC(=O)O[C@H]2[C@@H]([C@@H]3CC[C@H]([C@@H]4CC[C@@]5(OO[C@]43[C@H](O2)O5)C)C)C)C=C1 [(1S,4S,5R,8S,9R,10S,12R,13R)-1,5,9-Trimethyl-11,14,15,16-tetraoxatetracyclo[10.3.1.04,13.08,13]hexadecan-10-yl] 2-[4-[(E)-3-(4-chlorophenyl)prop-2-enoyl]phenoxy]acetate